BrC1=C(C(=C(N)C=C1)[N+](=O)[O-])OCC1(CC1)F 4-bromo-3-((1-fluorocyclopropyl)methoxy)-2-nitroaniline